CC1=NNC(=C1C1=CC=C(NC(C(C2CCC3(CC3)CC2)NC(=O)C=2N(N=CC2)C)=O)C=C1)C N-[2-[4-(3,5-dimethyl-1H-pyrazol-4-yl)anilino]-2-oxo-1-spiro[2.5]octan-6-yl-ethyl]-2-methyl-pyrazole-3-carboxamide